C(=O)=[Co](=C=O)(=C=O)=C=O Tetracarbonylcobalt